4,5-difluoro-2-((S)-3-fluoropyrrolidin-1-yl)-8H-dibenzo[3,4:6,7]cyclohepta[1,2-b]thiophen-8-one FC1=C(C=CC2=C1C1=C(SC(=C1)N1C[C@H](CC1)F)C1=C(C2=O)C=CC=C1)F